1-(2,2-dimethyl-propyl)-3-iodo-1H-pyrazolo[3,4-d]pyrimidine-4,6-diamine CC(CN1N=C(C=2C1=NC(=NC2N)N)I)(C)C